NC=1C2=C(N=CN1)SC(=N2)C=2C=C(C=CC2C)C#C[C@@]2(CCC=1C2=NC=CC1)O (R)-7-[2-[3-(7-Aminothiazolo[5,4-d]pyrimidin-2-yl)-4-methyl-phenyl]ethynyl]-5,6-dihydrocyclopenta[b]pyridin-7-ol